ClC1=CC(=CC(=N1)N1CCN(CC1)S(=O)(=O)C=1C=C2C=CN(C2=CC1)C=O)C(F)(F)F [5-[4-[6-chloro-4-(trifluoromethyl)-2-pyridinyl]piperazin-1-yl]sulfonylindol-1-yl]methanone